Methyl 5-nitro-2-[1-(2,2,2-trifluoroethyl)-1H-pyrazol-4-yl]benzoate [N+](=O)([O-])C=1C=CC(=C(C(=O)OC)C1)C=1C=NN(C1)CC(F)(F)F